tert-butyl (2S)-2-[2-(pyridin-3-yl)phenyl]pyrrolidine-1-carboxylate N1=CC(=CC=C1)C1=C(C=CC=C1)[C@H]1N(CCC1)C(=O)OC(C)(C)C